N-{2-[4-(2,2-dimethylpropanoyl)piperazin-1-yl]phenyl}-2-methyl-1,3-benzothiazole-6-sulfonamide CC(C(=O)N1CCN(CC1)C1=C(C=CC=C1)NS(=O)(=O)C1=CC2=C(N=C(S2)C)C=C1)(C)C